OC1(CCN(CC1)C(C[C@@H](C)C1=CC=CC=C1)=O)CN1C=NC(=CC1=O)C=1C=NN(C1)CC(C)C (R)-3-((4-Hydroxy-1-(3-phenylbutanoyl)piperidin-4-yl)methyl)-6-(1-isobutyl-1H-pyrazol-4-yl)pyrimidin-4(3H)-one